hydroxyethylthiobis(2-mercaptoacetate) OCCOC(C(S)SC(C(=O)[O-])S)=O